C[NH2+]C.[Cs+] cesium dimethylammonium